C1(CC1)CN(C1CCC(CC1)N)C1=CC=C(C=C1)F N-(cyclopropylmethyl)-N-(4-fluorophenyl)cyclohexane-1,4-diamine